CN1C(C(=C(C=C1C)[O-])NC(N[C@@H](CC(=O)[O-])C=1C=C(C(=CC1)OC(F)(F)F)C1=CC(=CC=C1)OC)=O)=O.[Na+].[Na+] sodium (S)-3-(3-(1,6-dimethyl-4-oxido-2-oxo-1,2-dihydropyridin-3-yl)ureido)-3-(3'-methoxy-6-(trifluoromethoxy)biphenyl-3-yl)propanoate